BrC1=CC2=C(N=C(N=C2)NC)N2C1=NCCC2 6-bromo-N-methyl-9,10-dihydro-8H-pyrido[1,6-a:2,3-d']dipyrimidin-2-amine